isoserin carbamate C(N)(=O)OC(CN)C(=O)O